COC1=CC2=C(N=C(S2)CNC(OC(C)(C)C)=O)C=C1S(=O)(=O)N1CCN(CC1)C Tert-butyl N-({6-methoxy-5-[(4-methylpiperazin-1-yl)sulfonyl]-1,3-benzothiazol-2-yl} methyl)carbamate